N-((1s,4s)-4-((7-Morpholino-1,6-naphthyridin-5-yl)oxy)cyclohexyl)-5-(trifluoromethyl)pyrimidin-2-amine O1CCN(CC1)C1=NC(=C2C=CC=NC2=C1)OC1CCC(CC1)NC1=NC=C(C=N1)C(F)(F)F